(S)-4-(2-chlorophenyl)-3-methyl-monophenyl-1,4,5,7-tetrahydro-6H-pyrazolo[3,4-b]pyridin-6-one ClC1=C(C=CC=C1)[C@@H]1C2=C(NC(C1)=O)N(N=C2C)C2=CC=CC=C2